7-Methoxy-4-phenyl-3-(phenylsulfonyl)-2H-chromen-2-one COC1=CC=C2C(=C(C(OC2=C1)=O)S(=O)(=O)C1=CC=CC=C1)C1=CC=CC=C1